(3R,5R)-3,5-dimethyl-morpholine C[C@H]1N[C@@H](COC1)C